SCC(=O)C1=CC=CC=C1 mercaptophenyl-1-ethanone